CC1=C(C(=O)NS(=O)(=O)C2=CC=C(C)C=C2)C(=CC(=N1)C1=CC=CC=C1)C1=CC=CC=C1 2-methyl-4,6-diphenyl-N-p-toluenesulfonyl-nicotinamide